N-(3-(3-(4-(1-aminocyclobutyl)phenyl)-2-(2-aminopyridin-3-yl)-3H-imidazo[4,5-b]pyridin-5-yl)phenethyl)-5-((2-(2,6-dioxopiperidin-3-yl)-1,3-dioxoisoindolin-4-yl)amino)pentanamide NC1(CCC1)C1=CC=C(C=C1)N1C(=NC=2C1=NC(=CC2)C=2C=C(CCNC(CCCCNC1=C3C(N(C(C3=CC=C1)=O)C1C(NC(CC1)=O)=O)=O)=O)C=CC2)C=2C(=NC=CC2)N